2-(2-glycidoxypropyl3-epoxycyclohexyl)ethyltrimethoxysilane C(C1CO1)OC(CC12C(C(CCC1)CC[Si](OC)(OC)OC)O2)C